3,3'-iminobis-1-propanol N(CCCO)CCCO